Cl.NC(CO)(CO)CO tromethamin hydrochloride